OCCNC(CNC=1N=NC2=C(N1)C(N(C(N2)=O)C)=O)C 3-(2-(hydroxylethylamino)propylamino)-6-methylpyrimido[5,4-e][1,2,4]triazin-5,7(6H,8H)-dione